F[B-](F)(F)F.O=C1N(C=CC=C1)OC(=[N+](C)C)N(C)C 2-(2-oxo-1(2H)-pyridinyl)-1,1,3,3-tetramethyluronium tetrafluoroborate